(Z)-1-cyclohexylbut-2-en-1-ol C1(CCCCC1)C(\C=C/C)O